F[C@@H]1C[C@H](N(C1)C(CN1N=C(C2=CC(=CC=C12)C1=CN=NC=C1)C(=O)N)=O)C(NC1=NC=C(C=N1)I)=O 1-(2-((2S,4R)-4-fluoro-2-(5-iodopyrimidin-2-ylcarbamoyl)pyrrolidin-1-yl)-2-oxoethyl)-5-(pyridazin-4-yl)-1H-indazole-3-carboxamide